FOCCOCCOCCOCCO 2-[2-[2-(2-hydroxyethoxy)ethoxy]ethoxy]ethyl hypofluorite